4-bromo-2-trifluoromethylpyrimidine BrC1=NC(=NC=C1)C(F)(F)F